ClC=1C=C(C=C(C1)Cl)C1(CC(=NO1)C=1C=CC(=NC1)C(=O)NOC)C(F)(F)F 5-[5-(3,5-dichlorophenyl)-5-trifluoromethyl-4,5-dihydroisoxazol-3-yl]-N-methoxy-pyridinecarboxamide